N-[1-[1-oxo-3-(3-pyridyl)propyl]-4-piperidinyl]-phenylacetamide O=C(CCC=1C=NC=CC1)N1CCC(CC1)NC(CC1=CC=CC=C1)=O